CC1=CC=C(C=C1)S(=O)(=O)OCCCCCCCCCCCCN=[N+]=[N-] 12-azidododecyl 4-methylbenzenesulfonate